ClCCOCCOCC=O 2-(2-(2-chloroethoxy)ethoxy)ethane-1-aldehyde